(2S,4R)-1-((S)-1-amino-17-(tert-butyl)-15-oxo-3,6,9,12-tetraoxa-16-azaoctadeca-18-yl)-4-hydroxy-N-(4-(4-methylthiazol-5-yl)benzyl)pyrrolidine-2-carboxamide NCCOCCOCCOCCOCCC(N[C@H](CN1[C@@H](C[C@H](C1)O)C(=O)NCC1=CC=C(C=C1)C1=C(N=CS1)C)C(C)(C)C)=O